C(NC(C)(C)[2H])([2H])([2H])[2H] N-(methyl-d3)propan-2-d-2-amine